N1(CCC1)CC=1C=C(C=CC1)C1=CN=C(S1)N1C([C@@H]2N(CCNC2)CC1)=O (R)-8-(5-(3-(Azetidin-1-ylmethyl)phenyl)thiazol-2-yl)-9-oxooctahydro-2H-pyrazino[1,2-a]pyrazin